NC1=CC(=C2C=CC=NC2=C1O)I 7-Amino-5-iodo-8-quinolinol